3-(3-methyl-2-oxo-5-(1-(piperidin-4-ylmethyl)piperidin-4-yl)-2,3-dihydro-1H-benzo[d]imidazol-1-yl)piperidine-2,6-dione CN1C(N(C2=C1C=C(C=C2)C2CCN(CC2)CC2CCNCC2)C2C(NC(CC2)=O)=O)=O